1-(4-((5-(3,5-Dimethylisoxazol-4-yl)-2-methylphenyl)(6-oxohexyl)amino)phenyl)cyclopropane-1-nitrile CC1=NOC(=C1C=1C=CC(=C(C1)N(C1=CC=C(C=C1)C1(CC1)C#N)CCCCCC=O)C)C